boron di-pyrogallol C1(O)=C(O)C(O)=CC=C1.C1(O)=C(O)C(O)=CC=C1.[B]